FC=1C=C(C=NC1)NC1=NC(=NC(=N1)NC1COC1)C1=NC(=CC=C1)C(F)(F)F N2-(5-fluoropyridin-3-yl)-N4-(oxetan-3-yl)-6-(6-(trifluoromethyl)pyridin-2-yl)-1,3,5-triazine-2,4-diamine